C1(CC1)CN[C@H]1CN(CCC1)C1=CC(N(C=C1)C(C)C=1C=NN(C1)C=1N=NC=C(C1)N(C)C)=O 4-((R)-3-((cyclopropylmethyl)amino)piperidin-1-yl)-1-(1-(1-(5-(dimethylamino)pyridazin-3-yl)-1H-pyrazol-4-yl)ethyl)pyridin-2(1H)-one